CC(C)(C)S(=O)N=C1CN(C1)C(=O)OCC1=CC=CC=C1 benzyl 3-[(2-methylpropane-2-sulfinyl)imino]azetidine-1-carboxylate